C(C)(=O)C1=CC=C(OCCCC(=O)O)C=C1 4-(4-acetylphenoxy)butanoic acid